N[C@@H]1C2=CC=CC=C2CC12CCN(CC2)C=2N=CC1=C(N2)N=C(S1)NC1=C(C(=CC=C1)Cl)Cl (S)-5-(1-amino-1,3-dihydrospiro[indene-2,4'-piperidin]-1'-yl)-N-(2,3-dichlorophenyl)thiazolo[4,5-d]pyrimidin-2-amine